COC1=C(OC2=C(C=NC(=C2)C(F)(F)F)C(=O)NC2=CC(=CC=C2)S(=O)(=N)C)C=CC(=C1)OC 4-(2,4-dimethoxyphenoxy)-N-[3-(methylsulfonimidoyl)phenyl]-6-(trifluoromethyl)-pyridine-3-carboxamide